FC1=CC=C(C=C1)C=1C=CC=C2[C@@H](CCOC12)CN(C(OC(C)(C)C)=O)C tert-butyl (R)-((8-(4-fluorophenyl)chroman-4-yl)methyl)(methyl)carbamate